tert-butyl ((1r,3r)-3-(4-(2-(4-((6-(hydroxylmethyl)pyridazine-3-yl)oxy)phenyl)propan-2-yl)phenoxy)cyclobutyl)carbamate OCC1=CC=C(N=N1)OC1=CC=C(C=C1)C(C)(C)C1=CC=C(OC2CC(C2)NC(OC(C)(C)C)=O)C=C1